BrC1=CC=2C3=C(C=NC2C=C1F)N(C(C31CN(C1)C1CCN(CC1)C(=O)OC(C)(C)C)=O)C tert-Butyl 4-(8'-bromo-7'-fluoro-3'-methyl-2'-oxo-2',3'-dihydrospiro[azetidine-3,1'-pyrrolo[2,3-c]quinolin]-1-yl)piperidine-1-carboxylate